2-chlorocyclohexanone ClC1C(CCCC1)=O